FC1=C(SC=C1)C=1SC=CC1F 3,3'-difluoro-2,2'-bithiophene